(Z)-7-[(1R,2R,3R,4s)-3-[(Z)-benzhydroxyiminomethyl]-2-bicyclo[2.2.2]oct-5-enyl]hept-5-enoic acid C(C1=CC=CC=C1)(C1=CC=CC=C1)O\N=C/[C@H]1[C@@H]([C@H]2C=C[C@@H]1CC2)C\C=C/CCCC(=O)O